C1(C=CC2=CC=CC=C12)[Ti](C)(C)C indenyl-trimethyl-titanium